(S,Z)-(2-(Hydroxymethyl)-4-(methoxyimino)pyrrolidin-1-yl)(3-methoxy-2',3'-dimethyl-[1,1'-biphenyl]-4-yl)methanone OC[C@H]1N(C\C(\C1)=N/OC)C(=O)C1=C(C=C(C=C1)C1=C(C(=CC=C1)C)C)OC